N-(5,7-dimethylbenzo[d]thiazol-2-yl)-1-((5-fluoropyridin-2-yl)sulfonyl)piperidine-4-carboxamide CC=1C=C(C2=C(N=C(S2)NC(=O)C2CCN(CC2)S(=O)(=O)C2=NC=C(C=C2)F)C1)C